NC\C=C(\CS(=O)(=O)C=1C=C(OC=2C=C(C=CC2)S(=O)(=O)N(C)C)C=CC1)/F (Z)-3-(3-(4-amino-2-fluorobut-2-enylsulfonyl)phenoxy)-N,N-dimethylbenzenesulfonamide